O(CC1=C(C=CC=C1)Br)CC1=C(C=CC=C1)Br 3'-(oxybis(methylene))bis(bromobenzene)